NC=1C=C(C(=O)NC2=C(C=C(C=C2)F)CC(=O)OC(C)(C)C)C=CC1N1C(CCCC1)=O tert-butyl 2-(2-(3-amino-4-(2-oxopiperidin-1-yl)benzamido)-5-fluorophenyl)acetate